tert-butyl (1-(((1R,2S)-2-(aminomethyl)cyclopropyl)methyl)piperidin-4-yl)carbamate NC[C@@H]1[C@@H](C1)CN1CCC(CC1)NC(OC(C)(C)C)=O